dihydro-pyrimidine-2,4(1H,3H)-dione N1C(NC(CC1)=O)=O